(1,3-bis-(2,4,6-trimethylphenyl)-2-imidazolidinylidene)dichloro(o-isopropoxyphenylmethylidene)ruthenium CC1=C(C(=CC(=C1)C)C)N1C(N(CC1)C1=C(C=C(C=C1C)C)C)=[Ru](=CC1=C(C=CC=C1)OC(C)C)(Cl)Cl